BrC1=CN=CC(=N1)NC1C(N(C1)C(=O)OC(C)(C)C)C tert-butyl 3-[(6-bromopyrazin-2-yl)amino]-2-methyl-azetidine-1-carboxylate